C(C1=CC=CC=C1)N1N=C2C(N(CCC2=C1Cl)[C@H]1CN(C=2C(OC1)=CC=C1C2SC(=N1)C)C)=O (S)-8-(2-Benzyl-3-chloro-7-oxo-2,4,5,7-tetrahydro-6H-pyrazolo[3,4-c]pyridine-6-yl)-2,10-dimethyl-7,8-dihydrothiazolo[5',4':3,4]benzo[1,2-b][1,4]oxazepine